hexane-1,6-diyl bis(3-((2-(dimethylamino)ethyl)thio)-4-(3-((2-(dimethylamino)ethyl)thio)-4-methylpentyl)cyclohexanecarboxylate) CN(CCSC1CC(CCC1CCC(C(C)C)SCCN(C)C)C(=O)OCCCCCCOC(=O)C1CC(C(CC1)CCC(C(C)C)SCCN(C)C)SCCN(C)C)C